C1(CC1)COC=1C=C(CCC=2C=C(C(=O)O)C=CN2)C=CC1OC(F)F (E)-2-(3-(cyclopropylmethoxy)-4-(difluoromethoxy)phenethyl)isonicotinic acid